O=C1NC(=NC=2CCCCC12)NCCCNC(OC(C)(C)C)=O tert-butyl N-[3-[(4-oxo-5,6,7,8-tetrahydro-3H-quinazolin-2-yl)-amino]propyl]carbamate